C(#C)C1=CC=C(C=C1)C1CN(C1)C(=O)OC(C)(C)C tert-butyl 3-(4-ethynylphenyl)azetidin-1-carboxylate